N,N-dimethyl-1-(1H-pyrazol-3-yl)methanamine CN(CC1=NNC=C1)C